[N+](=O)([O-])C1=CC(=C(C=C1)[O-])NS(=O)(=O)[O-].[Na+].[Na+] Sodium 4-nitro-2-(sulfonatoamino)benzen-1-olate